(1s,4s)-4-(3-bromoanilino)-2'-(3-methoxyphenyl)-2',3'-dihydrospiro[cyclohexane-1,1'-isoindole]-4-carboxamide BrC=1C=C(NC2(CCC3(N(CC4=CC=CC=C34)C3=CC(=CC=C3)OC)CC2)C(=O)N)C=CC1